FC1=CC=C(C=C1)C#CC1=C(C=CC2=CC=CC=C12)O 1-(4-Fluorophenylethynyl)-2-naphthol